5-iodo-N-(2-methyl-6-nitrophenyl)pyrimidin-2-amine IC=1C=NC(=NC1)NC1=C(C=CC=C1[N+](=O)[O-])C